Tert-butyl 8-fluoro-1,3,4,5-tetrahydropyrido[4,3-b]indole-2-carboxylate FC1=CC=2C3=C(NC2C=C1)CCN(C3)C(=O)OC(C)(C)C